C(C1=CC=CC=C1)OC(NCCC1=CC=C(C=C1)C=1N=NN(N1)CCOC)=O 4-(2-(2-methoxyethyl)-2H-tetrazol-5-yl)phenethylcarbamic acid benzyl ester